(R)-5-Hexyl-dihydrofuran-2(3H)-one C(CCCCC)[C@@H]1CCC(O1)=O